Cl.C(C1=CC=CC=C1)N1CCC(CC1)C(C)N1N=CC=C(C1=O)C1=CC=CC=C1 2-(1-(1-benzylpiperidin-4-yl)ethyl)-4-phenylpyridazin-3(2H)-one hydrochloride